ClC1=CC=C(N1)C=O 5-CHLORO-1H-PYRROLE-2-CARBALDEHYDE